I.FC(C(F)(F)F)(NC1=CC=CC=C1)F pentafluorophenyl-ethylamine hydroiodic acid salt